Cl.BrC1=CC=C(C=C1)CN (4-bromophenyl)methylamine, hydrochloride